(2S,4R)-1-(tert-Butoxycarbonyl)-4-(2-fluoro-4-iodophenoxy)pyrrolidine-2-carboxylic acid C(C)(C)(C)OC(=O)N1[C@@H](C[C@H](C1)OC1=C(C=C(C=C1)I)F)C(=O)O